(3S)-3,4-Dimethylpiperidine-1,3-dicarboxylic acid 1-(tert-butyl) ester C(C)(C)(C)OC(=O)N1C[C@](C(CC1)C)(C(=O)O)C